C(C1=CC=CC=C1)SSCC(C(=O)O)S 3-benzylsulfanylsulfanyl-sulfanyl-propionic acid